ethyl (R)-1-(3,4-dichlorobenzoyl)-5-isothiocyanato-2-methyl-1,2,3,6-tetrahydro-pyridine-4-carboxylate ClC=1C=C(C(=O)N2[C@@H](CC(=C(C2)N=C=S)C(=O)OCC)C)C=CC1Cl